Methyl (S)-2-((tert-butoxycarbonyl) amino)-5-(2,3-dihydrobenzo[f][1,4]oxazepin-4(5H)-yl)-5-oxopentanoate C(C)(C)(C)OC(=O)N[C@H](C(=O)OC)CCC(=O)N1CCOC2=C(C1)C=CC=C2